Ethyl 2-((5-(5-(5-((3-chloro-4-fluorophenyl)carbamoyl)-1-methyl-1H-imidazol-4-yl)-2-hydroxyoctahydropentalen-2-yl)-1-methyl-1H-pyrazol-3-yl)oxy)-2-fluoroacetate ClC=1C=C(C=CC1F)NC(=O)C1=C(N=CN1C)C1CC2CC(CC2C1)(O)C1=CC(=NN1C)OC(C(=O)OCC)F